C1NCC12CC(C2)NCC2=CC=C(CN1C(=NC=3C1=C1C(=NC3N)C=CS1)CCCC)C=C2 1-(4-(((2-azaspiro[3.3]heptan-6-yl)amino)methyl)benzyl)-2-butyl-1H-imidazo[4,5-d]thieno[3,2-b]pyridin-4-amine